BrC=1C(=C2CCC(C2=CC1)(C)C)C 5-bromo-1,1,4-trimethyl-indane